(((R)-2-amino-3-methylbutyl)amino)-N-methyl-5-nitro-2,3-dihydro-1H-indene-2-carboxamide N[C@@H](CNC1C(CC2=CC(=CC=C12)[N+](=O)[O-])C(=O)NC)C(C)C